1,3-dimethyl-5-aminopyrazole CN1N=C(C=C1N)C